S(N)(=O)(=O)C=1N=C(SC1)NC(OC(C)(C)C)=O tert-butyl (4-sulfamoylthiazol-2-yl)carbamate